3-(difluoromethoxy)-4-[4-(difluoromethylsulfonyl)-3-methyl-phenyl]-1H-pyrazolo[3,4-c]pyridine-5-carboxylic acid FC(OC1=NNC2=CN=C(C(=C21)C2=CC(=C(C=C2)S(=O)(=O)C(F)F)C)C(=O)O)F